4-Bromo-3,5-dimethoxybenzoic acid BrC1=C(C=C(C(=O)O)C=C1OC)OC